CC12COC(OC1)(OC2)CCC=CCC=CCC(C#CC=CC#CC(CC=CCC)O)O 21-(4-methyl-2,6,7-trioxabicyclo[2.2.2]octan-1-yl)henicosa-3,9,15,18-tetraene-7,11-diyne-6,13-diol